(1R,3s)-3-(3-(2-((S)-2-methylazetidin-1-yl)-6,7-dihydro-5H-cyclopenta[d]pyrimidin-4-yl)phenyl)cyclobutane-1-carboxylic acid C[C@@H]1N(CC1)C=1N=C(C2=C(N1)CCC2)C=2C=C(C=CC2)C2CC(C2)C(=O)O